C1(=CC=CC=C1)NC1=CC(=NC=N1)NC1=CC2=C(C(NC23CCCCC3)=O)S1 2'-((6-(Phenylamino)pyrimidin-4-yl)amino)spiro[cyclohexane-1,4'-thieno[2,3-c]pyrrol]-6'(5'H)-one